(S)-N-(1-(4-(5-amino-6-chloropyrazin-2-yl)phenyl)pyrrolidin-3-yl)-N-methylmethanesulfonamide NC=1N=CC(=NC1Cl)C1=CC=C(C=C1)N1C[C@H](CC1)N(S(=O)(=O)C)C